(2S,4R)-N-(6-bromopyridin-2-yl)-4-fluoro-1-(2-(3-((R)-1-hydroxyethyl)-5-(2-methylpyrimidin-5-yl)-1H-indazol-1-yl)acetyl)pyrrolidine-2-carboxamide BrC1=CC=CC(=N1)NC(=O)[C@H]1N(C[C@@H](C1)F)C(CN1N=C(C2=CC(=CC=C12)C=1C=NC(=NC1)C)[C@@H](C)O)=O